C(C)(C)(C)OC(NC\C=C\C1=CC=C2[C@@H](C[C@@H](N(C2=C1)C(CC)=O)C)NC1=CC=C(C=C1)[N+](=O)[O-])=O |o1:14,16| tert-butyl((E)-3-((2S*,4R*)-2-methyl-4-((4-nitrophenyl)amino)-1-propionyl-1,2,3,4-tetrahydroquinolin-7-yl)allyl)carbamate